(S)-1-((benzyloxy)carbonyl)azepane-4-carboxylic acid C(C1=CC=CC=C1)OC(=O)N1CC[C@H](CCC1)C(=O)O